5-bromo-6-(methoxymethoxy)benzothiophene-2-carboxylic acid methyl ester COC(=O)C=1SC2=C(C1)C=C(C(=C2)OCOC)Br